N1=CC=CC2=CC=CC=C12 CHINOLIN